2-hydroxypropane-1-one OC(C=O)C